Cl.NC[C@H]1C[C@@H](NC1)CNC(=O)C=1NC2=CC(=CC=C2C1)C1=CC=C(C=C1)F N-(((2R,4R)-4-(aminomethyl)pyrrolidin-2-yl)methyl)-6-(4-fluorophenyl)-1H-indole-2-carboxamide hydrogen chloride salt